8-methyl-tetracyclo[4.4.0.12,5.17,10]-3-dodecene CC1C2C3C4C=CC(C3C(C1)C2)C4